COC(C1=CC(=C(C=C1)O)CC(=O)NC1=CC(=CC=C1)C(NC(C)(C)C)=O)=O 3-[2-[3-(tert-butylcarbamoyl)anilino]-2-oxo-ethyl]-4-hydroxy-benzoic acid methyl ester